COC1=C(C2=C(N(C(N2C)=O)C2C(N(C(CC2)=O)CC2=CC=C(C=C2)OC)=O)C=C1)C1CCN(CC1)C(=O)OC(C)(C)C tert-butyl 4-[5-methoxy-1-[1-[(4-methoxyphenyl)methyl]-2,6-dioxo-3-piperidyl]-3-methyl-2-oxo-benzimidazol-4-yl]piperidine-1-carboxylate